C1(=CC(=CC=C1)C(=O)N1C2=CC=CC=C2SC=2C=CC=CC12)C(=O)N1C2=CC=CC=C2SC=2C=CC=CC12 1,3-phenylenebis((10H-phenothiazin-10-yl)methanone)